6-[3-(1-adamantyl)-4-hydroxyphenyl]-2-naphthalenecarboxylic acid C12(CC3CC(CC(C1)C3)C2)C=2C=C(C=CC2O)C=2C=C3C=CC(=CC3=CC2)C(=O)O